ClC1=C(C=2N=C(N=C(C2C(=N1)OCCC1(COC1)NC)O)SC)F 7-chloro-8-fluoro-5-(2-(3-(methylamino)oxetan-3-yl)ethoxy)-2-(methylthio)pyrido[4,3-d]pyrimidin-4-ol